8-((4-cyclopropyl-2-methylphenyl)(cyclopropylmethyl)amino)-5-methyl-6-oxo-5,6-dihydro-1,5-naphthyridine-2-carbonitrile C1(CC1)C1=CC(=C(C=C1)N(C1=CC(N(C=2C=CC(=NC12)C#N)C)=O)CC1CC1)C